ClC=1C=C(N)C=C(C1)F 3-chloro-5-fluoroaniline